methyl 1-(4-(1-methylcyclopropyl) phenyl)-6-oxo-1,6-dihydropyridazine-4-carboxylate CC1(CC1)C1=CC=C(C=C1)N1N=CC(=CC1=O)C(=O)OC